[Si](C)(C)(C(C)(C)C)OCCNC=1C=2C3=C(NC2C(=C(C1)Cl)Cl)CCNC(C3C)=O 10-((2-((tert-Butyldimethylsilyl)oxy)ethyl)amino)-7,8-dichloro-1-methyl-3,4,5,6-tetrahydroazepino[4,5-b]indol-2(1H)-one